methyl (2S)-2-benzyloxypropionate C(C1=CC=CC=C1)O[C@H](C(=O)OC)C